[(dimethylamino)methyl]heptacos-9-enoate CN(C)COC(CCCCCCCC=CCCCCCCCCCCCCCCCCC)=O